C(C)[C@H]1[C@H](NC(C1)=O)COC1=NC=CC2=CC(=C3N=CC=CC3=C12)C(=O)N 1-(((2s,3r)-3-ethyl-5-oxopyrrolidin-2-yl)methoxy)-2,7-phenanthroline-6-carboxamide